5-chloro-2-[[5-[chloro(difluoro)methyl]-2-(2-methylpyrazol-3-yl)pyrazol-3-yl]methyl]pyrimidine ClC=1C=NC(=NC1)CC=1N(N=C(C1)C(F)(F)Cl)C=1N(N=CC1)C